N2-(5-spiro[2H-benzofuran-3,1'-cyclopropane]-4-yloxypyrazin-2-yl)pyridine-2,3-diamine C12(CC1)COC1=C2C(=CC=C1)OC=1N=CC(=NC1)NC1=NC=CC=C1N